C(C=C)(=O)OCCCCCCOC1=CC=C(C(=O)OC2=CC(=C(C=C2)OC(C2=CC=C(C=C2)OCCCCCCOC(C=C)=O)=O)/C=N/NC=2SC3=C(N2)C=CC=C3)C=C1 (3-[(E)-(1,3-benzothiazol-2-ylhydrazono)methyl]-4-[4-(6-prop-2-enoyloxyhexoxy)benzoyl]oxy-phenyl) 4-(6-prop-2-enoyloxyhexoxy)benzoate